C(C)(C)(C)C1=CC=C(C(=O)C2=C(C=CC=C2)NC(C(C(C)C)NC(C(F)(F)F)=O)=O)C=C1 N-(2-(4-(tert-butyl)benzoyl)phenyl)-3-methyl-2-(2,2,2-trifluoroacetamido)butanamide